5-methyl-2-(tetrahydrofuran-2-yl)aniline CC=1C=CC(=C(N)C1)C1OCCC1